ClC1=C(C=CC=2C3=C(NC12)CCN(C3C)C(=O)C3=NC=C(C=N3)OCCOC)Cl (6,7-dichloro-1-methyl-1,3,4,5-tetrahydro-2H-pyrido[4,3-b]indol-2-yl)(5-(2-methoxyethoxy)pyrimidin-2-yl)methanone